C1(CCCCC1)P(C1=C(C=CC=C1)C1=C(C=CC=C1OC)OC)C1CCCCC1 2-dicyclohexylphosphino-2',6'-dimethoxybi-phenyl